C(CCCCCCCC(=O)OCCCCCCCCCC)(=O)OCC(COC(CCC(OCCCCCCCCC)OCCCCCCCCC)=O)COC(=O)OCCCN(CC)CC 1-(3-((4,4-bis(nonyloxy)butanoyl)oxy)-2-((((3-(diethylamino)propoxy)carbonyl)oxy)methyl)propyl) 9-decyl nonanedioate